O=C1C2CN(CC(C1)N2C(=O)OC(C)(C)C)C(=O)OCC2=CC=CC=C2 3-Benzyl 8-tert-butyl rac-6-oxo-3,8-diazabicyclo[3.2.1]octane-3,8-dicarboxylate